(+-)-(1S,3R,5R)-3-Amino-6,6-difluoro-8-azabicyclo[3.2.1]Octane-8-carboxylic acid tert-butyl ester C(C)(C)(C)OC(=O)N1[C@H]2C[C@H](C[C@@H]1C(C2)(F)F)N |r|